C(=C)N1C(CCCC1)=O 1-vinylpiperidin-2-one